BrC=1N=NN(C1NC(O[C@H](C)C1=C(C=CC=C1)Cl)=O)CCC (R)-1-(2-chlorophenyl)ethyl (4-bromo-1-propyl-1H-1,2,3-triazol-5-yl)carbamate